ClC1=CC=C(C=C1)C1CCN(CC1)C1=C(C=C(C(=C1)OC)[N+](=O)[O-])F 4-(4-chlorophenyl)-1-(2-fluoro-5-methoxy-4-nitro-phenyl)piperidine